N-[(1S,5R)-3-azabicyclo[3.1.0]hexan-6-yl]-1-[2-chloro-4-[[5-[4-(difluoromethoxy)-2,3-difluoro-phenyl]-1-methyl-imidazole-2-carbonyl]amino]benzoyl]piperidine-4-carboxamide formate C(=O)O.[C@H]12CNC[C@@H]2C1NC(=O)C1CCN(CC1)C(C1=C(C=C(C=C1)NC(=O)C=1N(C(=CN1)C1=C(C(=C(C=C1)OC(F)F)F)F)C)Cl)=O